C1(CCC1)OC1=CC=CC(=N1)C1=CC(=C(OCC2CC2)C(=C1)F)F 2-[4-(6-Cyclobutoxypyridin-2-yl)-2,6-difluorophenoxymethyl]-cyclopropan